FC1=C(C=CC(=C1)F)CC1CC2(CN(C2)C(=O)N2C[C@@H](CC2)N2N=NC=C2)C1 [6-[(2,4-difluorophenyl)methyl]-2-azaspiro[3.3]heptan-2-yl]-[(3R)-3-(triazol-1-yl)pyrrolidin-1-yl]methanone